disodium 2-(2,4,5,7-tetrabromo-6-hydroxy-3-oxo-3h-xanthen-9-yl)-benzoate BrC1=CC2=C(C3=CC(=C(C(=C3OC2=C(C1=O)Br)Br)O)Br)C1=C(C(=O)[O-])C=CC=C1.[Na+].[Na+].BrC1=CC2=C(C3=CC(=C(C(=C3OC2=C(C1=O)Br)Br)O)Br)C1=C(C(=O)[O-])C=CC=C1